(R)-1-(5-Chloro-2-(2-azaspiro[3.5]nonan-2-yl)phenoxy)-N-((6-(3-hydroxypyrrolidin-1-yl)pyridin-2-yl)sulfonyl)cyclopropanecarboxamide ClC=1C=CC(=C(OC2(CC2)C(=O)NS(=O)(=O)C2=NC(=CC=C2)N2C[C@@H](CC2)O)C1)N1CC2(C1)CCCCC2